OC1=CC=C(C=C1)\C(=C(/CC)\C1=CC=CC=C1)\C1=CC=C(C=C1)N1CC(C1)CN1CCN(CCC1)CCC=1C=C2CN(C(C2=CC1)=O)C1C(NC(CC1)=O)=O (E)-3-(5-(2-(4-((1-(4-(1-(4-hydroxyphenyl)-2-phenylbut-1-en-1-yl)phenyl)azetidin-3-yl)methyl)-1,4-diazepan-1-yl)ethyl)-1-oxoisoindolin-2-yl)piperidine-2,6-dione